1-methyl-3-(1-methylcyclopropyl)-1H-pyrazole-4-carboxylic acid methyl ester COC(=O)C=1C(=NN(C1)C)C1(CC1)C